4-(3-(4-iodo-2-isopropyl-1H-imidazol-1-yl)bicyclo[1.1.1]pentan-1-yl)morpholine IC=1N=C(N(C1)C12CC(C1)(C2)N2CCOCC2)C(C)C